N-[1-({2-Chloro-5-[(cyclopropylmethyl)oxy]phenyl}methyl)-1H-pyrazol-3-yl]-2,6-difluorobenzamide ClC1=C(C=C(C=C1)OCC1CC1)CN1N=C(C=C1)NC(C1=C(C=CC=C1F)F)=O